1-((1-(3-Fluoro-5-(trifluoromethyl)phenyl)pyrrolidin-3-yl)methyl)-3,3-dimethyl-2-oxoindoline-6-carboxylic acid methyl ester COC(=O)C1=CC=C2C(C(N(C2=C1)CC1CN(CC1)C1=CC(=CC(=C1)C(F)(F)F)F)=O)(C)C